2,6-dichloro-7-((3,3-difluorocyclobutyl)methoxy)quinoline-3-carbaldehyde ClC1=NC2=CC(=C(C=C2C=C1C=O)Cl)OCC1CC(C1)(F)F